(+/-)-trans-3-((2-bromo-6-morpholinopyrimidin-4-yl)amino)bicyclo[2.2.2]octane-2-carboxylic acid BrC1=NC(=CC(=N1)NC1C(C2CCC1CC2)C(=O)O)N2CCOCC2